N-methyl-N-propyl-piperidinium C[N+]1(CCCCC1)CCC